5-bromo-N-[(4-methoxyphenyl)methyl]-N-methyl-6-[[5-(trifluoromethyl)-2-pyridyl]amino]pyridine-3-sulfonamide BrC=1C=C(C=NC1NC1=NC=C(C=C1)C(F)(F)F)S(=O)(=O)N(C)CC1=CC=C(C=C1)OC